C[C@H]1CC[C@@H]([C@@H]2C1=CCC(=C2)C)C(C)C (+)-cubenene